CC1OC2=C(C1)C=C(C=C2)C=2N=C(NC2C2=CC(=NC=C2)C)N 4-(2-Methyl-2,3-dihydro-benzofuran-5-yl)-5-(2-methylpyridin-4-yl)-1H-imidazol-2-amine